C(C)(=O)OC[C@@H]1O[C@H]([C@@H]([C@@H]1CC(=O)O)CC(=O)O)N1C2=NC(=NC=C2N(C1=O)CC#C)N (2R,3S,4R,5R)-2-(Acetoxymethyl)-5-(2-amino-8-oxo-7-(prop-2-yn-1-yl)-7,8-dihydro-9H-purin-9-yl)tetrahydrofuran-3,4-diacetic acid